O=C1NC(CCC1N1CC2=CC=CC(=C2C1)SCCOCCOCCI)=O 2-(2,6-dioxopiperidin-3-yl)-4-(2-(2-(2-iodoethoxy)ethoxy)ethylthio)isoindoline